[C@@H]1(CC=CCC1)C(=O)O (1R)-cyclohex-3-ene-1-carboxylic acid